[Zn].N1=C(C=CC=C1)C1=C2C=CC(C(=C3C=CC(=C(C=4C=CC(=C(C5=CC=C1N5)C5=NC=CC=C5)N4)C4=NC=CC=C4)N3)C3=NC=CC=C3)=N2 Tetrapyridyl-porphyrin zinc